C1(CO1)C1CC2=CC=CC3=CC=CC1=C23 1-(1,2-epoxyethyl)acenaphthene